5-hydroxy-N-(2-methoxy-5-(trifluoromethyl)phenyl)-3-(1-methyl-3-(trifluoromethyl)-1H-pyrazol-4-yl)-7-oxabicyclo[2.2.1]heptane-2-carboxamide OC1C2C(C(C(C1)O2)C(=O)NC2=C(C=CC(=C2)C(F)(F)F)OC)C=2C(=NN(C2)C)C(F)(F)F